BrC=1C=C2CC[C@@]3(C2=CC1)N=C1N(C=C(C=C1OC(F)F)C(F)(F)F)C3 (S)-5'-bromo-8-(difluoromethoxy)-6-(trifluoromethyl)-2',3'-dihydro-3H-spiro[imidazo[1,2-a]pyridine-2,1'-indene]